2-{6-[methyl-(1-methylazetidin-3-yl)amino][1,3]thiazolo[4,5-c]pyridazin-3-yl}-5-(1H-pyrazol-4-yl)phenol CN(C=1SC2=C(N=NC(=C2)C2=C(C=C(C=C2)C=2C=NNC2)O)N1)C1CN(C1)C